(5S)-7-chloro-4,4-difluoro-5-methyl-2,3,4,5-tetrahydro-1H-1-benzazepin-5-ol ClC=1C=CC2=C([C@@](C(CCN2)(F)F)(O)C)C1